N(N)=C(C(=NO)C1=CC=CC=C1)C1=CC=CC=C1 2-hydrazono-1,2-diphenylethan-1-one oxime